FC1(CCC(CC1)CN1C(=NOC1=O)CN1CCOC2=C1C=CC=C2)F 4-[(4,4-difluorocyclohexyl)methyl]-3-(3,4-dihydro-2H-1,4-benzoxazin-4-ylmethyl)-4,5-dihydro-1,2,4-oxadiazol-5-one